BrC1=C(C=CC2=C1C=C(O2)C(=O)O)N2CCC(CC2)OC2=CC(=CC=C2)C(F)(F)F 4-bromo-5-[4-(3-trifluoromethyl-phenoxy)-piperidin-1-yl]-benzofuran-2-carboxylic acid